tert-butyl 4-((1-amino-5-carbamoyl-4-(4-(pyridin-2-ylcarbamoyl)phenyl)-1H-imidazol-2-yl)methyl)piperidine-1-carboxylate NN1C(=NC(=C1C(N)=O)C1=CC=C(C=C1)C(NC1=NC=CC=C1)=O)CC1CCN(CC1)C(=O)OC(C)(C)C